6-chloro-1-methyl-8-[4-(1-methyl-1H-imidazol-2-ylmethoxy)-phenyl]-9H-pyrido[3,4-b]indole ClC=1C=C2C3=C(NC2=C(C1)C1=CC=C(C=C1)OCC=1N(C=CN1)C)C(=NC=C3)C